(2S,3R)-1-[4-[4-(1-amino-3,3-difluoro-cyclobutyl)phenyl]-7,7-difluoro-5,6-dihydrocyclopenta[d]pyrimidin-2-yl]-2-methyl-azetidin-3-ol NC1(CC(C1)(F)F)C1=CC=C(C=C1)C=1C2=C(N=C(N1)N1[C@H]([C@@H](C1)O)C)C(CC2)(F)F